3-fluoro-5-(pyridin-2-ylethynyl)benzonitrile FC=1C=C(C#N)C=C(C1)C#CC1=NC=CC=C1